BrC1=CC=CC=2C3NC(N(C(OC21)(C3)C)C=3C=C(C(=O)O)C=CC3)=O 3-(10-bromo-2-methyl-4-oxo-5,6-dihydro-2H-2,6-methanobenzo[g][1,3,5]oxadiazocin-3(4H)-yl)benzoic acid